FC=1C=C(C(=NC1)OC)C=CC(C)(SN)C ((5-fluoro-2-methoxypyridin-3-yl)methylene)-2-methylpropane-2-sulfenamide